(5R)-tert-butyl 4-benzyl-2-(3,4-difluorophenyl)-5-methylpiperazine-1-carboxylate C(C1=CC=CC=C1)N1CC(N(C[C@H]1C)C(=O)OC(C)(C)C)C1=CC(=C(C=C1)F)F